COC([C@]1(N(CCC1)CC(O)CO)C(=O)OC(C)(C)C)=O (tert-Butoxycarbonyl)glyceryl-L-proline methyl ester